5-(2-((2R,5S)-2-(2-((R)-2-(dimethylamino)Propyl)benzo[d]thiazol-5-yl)-5-methylpiperidin-1-yl)-2-oxoacetamido)-2-methoxynicotinamide CN([C@@H](CC=1SC2=C(N1)C=C(C=C2)[C@@H]2N(C[C@H](CC2)C)C(C(=O)NC=2C=NC(=C(C(=O)N)C2)OC)=O)C)C